C1(CC1)C(=O)NC1=CC(=C(N=N1)C(=O)NC([2H])([2H])[2H])NC=1C=CC2=C(C=3C(OCC2)=C(SC3)C(=O)N3CC2(COC2)C3)C1OC 6-(cyclopropanecarboxamido)-4-((10-methoxy-3-(2-oxa-6-azaspiro[3.3]heptane-6-carbonyl)-5,6-dihydrobenzo[d]thieno[3,4-b]oxepin-9-yl)amino)-N-(methyl-d3)pyridazine-3-carboxamide